FC1=C2CCCC2=CC(=C1)OCCN1N=CN=N1 4-fluoro-6-[2-(tetrazol-2-yl)ethoxy]-2,3-dihydro-1H-inden